CC1=CN=C(S1)C=1C=C2C(=NC=NC2=C(C1)OC1CCOCC1)N[C@H](C)C=1N=NC=CC1 (R)-6-(5-methylthiazol-2-yl)-N-(1-(pyridazin-3-yl)ethyl)-8-((tetrahydro-2H-pyran-4-yl)oxy)quinazolin-4-amine